CN(C)CC1=CC(=NC=C1C1(CCOCC1)O)NC=1C=CC(=C2CNC(C12)=O)C1=CN=C2N1C=CC(=C2)F 7-((4-((dimethyl-amino)methyl)-5-(4-hydroxytetra-hydro-2H-pyran-4-yl)pyridin-2-yl)amino)-4-(7-fluoro-imidazo[1,2-a]pyridin-3-yl)isoindolin-1-one